N(C1=CC=CC=C1)C(COC1=C(C=C(C=C1)/C=C/C(=O)C1=CC=C(OC(C(=O)O)C)C=C1)OCC)=O 2-[4-[(E)-3-[4-(2-Anilino-2-oxoethoxy)-3-ethoxyphenyl]prop-2-enoyl]phenoxy]propanoic acid